COC1=NC=C(C(=C1)C(C(=O)O)C)C 2-(2-methoxy-5-methylpyridin-4-yl)propionic acid